FC(C(=O)O)(F)F.CCC(CC)NC(=O)NC(=O)C1=CN=C(O1)C=1C=C(C=CC1)C1=CC(=NN1)C(=O)N[C@H](C(=O)OCC)CC1=CC=CC=C1 (S)-Ethyl 2-(5-(3-(5-(pentan-3-ylcarbamoyl-carbamoyl) oxazol-2-yl) phenyl)-1H-pyrazole-3-carboxamido)-3-phenylpropionate trifluoroacetate